C(C)(C)(C)OC(=O)N1[C@H]2[C@H](C[C@@H]1CC2)OC2=NC=C(N=C2C)C2=CNC1=C(C=CC=C21)C#N.C(=C)N2C(=NC=C2)C 1-vinyl-2-methylimidazole tert-butyl-(1R,2S,4S)-2-((5-(7-cyano-1H-indol-3-yl)-3-methylpyrazin-2-yl)oxy)-7-azabicyclo[2.2.1]heptane-7-carboxylate